6-bromo-4-chloro-8-methylpyrido[2,3-d]pyrimidin-7(8H)-one BrC1=CC2=C(N=CN=C2Cl)N(C1=O)C